4-Hydroxyphenyl-pyruvate OC1=CC=C(C=C1)CC(C(=O)[O-])=O